ClC1=C(C=CC=C1)N1C(NC(C2=CC=C(C=C12)C(F)(F)F)=O)=O 1-(2-chlorophenyl)-7-(trifluoromethyl)quinazolin-2,4(1H,3H)-dione